FC1=C(CN2C(N([C@H](C3=CC=C(C=C23)C(=O)NCC2=C(C=C(C=C2F)F)F)C)C)=O)C=CC=C1OC (S)-1-(2-fluoro-3-methoxybenzyl)-3,4-dimethyl-2-oxo-N-(2,4,6-trifluorobenzyl)-1,2,3,4-tetrahydroquinazoline-7-carboxamide